C(C)(C)(C)OC(CC(CC)C)=O 3-methylpentanoic acid tert-butyl ester